C1(CCCC1)C1=CC(=NN1)NC=1C=CC2=C(OCC(N2)=O)N1 6-((5-cyclopentyl-1H-pyrazol-3-yl)amino)-1H-pyrido[2,3-b][1,4]oxazin-2(3H)-one